3-(2-bromo-3-(1,4-benzodioxan-6-yl)anilino)-1-methylpyrazolo[4,5-b]pyridine BrC1=C(NC2=NN(C=3C2=NC=CC3)C)C=CC=C1C1=CC3=C(OCCO3)C=C1